NC=1N=NC(=CC1N1CC2CCC(C1)N2C2=NC=C(C=N2)C2CCN(CC2)CC2=CC(=C(C=C2)C2C(NC(CC2)=O)=O)F)C2=C(C=CC=C2)O 3-(4-((4-(2-(3-(3-amino-6-(2-hydroxyphenyl)pyridazin-4-yl)-3,8-diazabicyclo[3.2.1]octan-8-yl)pyrimidin-5-yl)piperidin-1-yl)methyl)-2-fluorophenyl)piperidine-2,6-dione